C(C)(C)(C)C=1C(=C(CC2=C(C(=CC(=C2)C)CC2=C(C(=CC(=C2)C)C(C)(C)C)O)O)C=C(C1)C)O 2,6-bis(3-tert-butyl-5-methyl-2-hydroxybenzyl)-4-methylphenol